(6-(2-methyl-5-(trifluoromethyl)phenyl)-2-azaspiro[3.4]octan-2-yl)methanone CC1=C(C=C(C=C1)C(F)(F)F)C1CC2(CN(C2)C=O)CC1